Benzyl (2-formylpyrimidin-5-yl)carbamate C(=O)C1=NC=C(C=N1)NC(OCC1=CC=CC=C1)=O